CC1(C(N(CCC1)N)(C)C)C tetramethyl-piperidinamine